4-iodo-1-[(3R)-oxolan-3-yl]pyrazole IC=1C=NN(C1)[C@H]1COCC1